C(CC#N)C#N ethylenecyanide